N4-(3-chloro-2-fluorophenyl)-7-(((1R,5S)-3-(oxetan-3-yl)-3-azabicyclo[3.1.0]hexan-1-yl)ethynyl)-quinazoline-4,6-diamine ClC=1C(=C(C=CC1)NC1=NC=NC2=CC(=C(C=C12)N)C#C[C@@]12CN(C[C@H]2C1)C1COC1)F